C(CCCCCCCCCCCCC=CCC=CCC=CCCCC)(=O)O Pentacosa-14,17,20-trienoic acid